4-((4-aminobutyl-(isopropyl)amino)-1-oxoisoindolin-2-yl)piperidine-2,6-dione hydrochloride Cl.NCCCCN(C(C)C)C1N(C(C2=CC=CC=C12)=O)C1CC(NC(C1)=O)=O